Tert-butyl 2-(2-morpholino-6-(((trifluoromethyl)sulfonyl)oxy)pyrimidin-4-yl)azetidine-1-carboxylate O1CCN(CC1)C1=NC(=CC(=N1)C1N(CC1)C(=O)OC(C)(C)C)OS(=O)(=O)C(F)(F)F